trans-1-methyl-3-(1-methyl-2-oxo-5-(trifluoromethyl)-1,2-dihydropyridin-3-yl)-1-(4-(7-morpholinyl-5H-pyrrolo[2,3-b]pyrazin-2-yl)cyclohexyl)urea CN(C(=O)NC=1C(N(C=C(C1)C(F)(F)F)C)=O)[C@@H]1CC[C@H](CC1)C=1N=C2C(=NC1)NC=C2N2CCOCC2